C1C(C12CCC2)C(=O)N Spiro[2.3]Hexane-2-carboxamide